COCCO[AlH]OCCOC bis(2-methoxyethoxy)-aluminum hydride